1H-INDAZOL-3-CARBOXAMID N1N=C(C2=CC=CC=C12)C(=O)N